C(CCCC)N(CCCCC)CC(=O)OCC ethyl N,N-dipentylaminoacetate